2,6-diisopropyl-4-triethylsilyl-phenol C(C)(C)C1=C(C(=CC(=C1)[Si](CC)(CC)CC)C(C)C)O